boric acid chloride B(Cl)(Cl)Cl